5-bromo-3-methyl-triazole BrC1=CN(N=N1)C